(S)-5-ethyl-3-fluoro-8,8-dimethyl-5-phenyl-5,8,9,10-tetrahydropyrido[2,3-b][1,6]naphthyridin C(C)[C@]1(C2=C(NC=3CC(N=CC13)(C)C)N=CC(=C2)F)C2=CC=CC=C2